C1(CC1)N1C=C(N=CC1=O)[C@H](C)N1C(C=2N([C@@H](C1)C)N=C1C2CN([C@@H](C1)C)C(C1=CC(=C(C=C1)Cl)Cl)=O)=O |o1:10| (3R,7R)-9-((S*)-1-(4-cyclopropyl-5-oxo-4,5-dihydropyrazin-2-yl)ethyl)-2-(3,4-dichlorobenzoyl)-3,7-dimethyl-1,2,3,4,8,9-hexahydropyrido[4',3':3,4]pyrazolo[1,5-a]pyrazin-10(7H)-one